FC1=CC=C(C=C1)C1=NN(C=C1C=1C2=C(N=CN1)OC(=C2)I)CC(C)(O)C 1-[3-(4-fluorophenyl)-4-(6-iodofuro[2,3-d]pyrimidin-4-yl)pyrazol-1-yl]-2-methyl-propan-2-ol